4-(5-ethynylpyridin-2-yl)butan-1-ol C(#C)C=1C=CC(=NC1)CCCCO